C(C1=CC=CC=C1)(=O)C1=CC=C(C=C1)C(C#N)Br 2-(4-benzoylphenyl)-2-bromoacetonitrile